CC1=C(C=C(C(=O)NCC=2C=NC(=CC2)C)C=C1)NS(=O)(=O)C1=CC=C(C=C1)C 4-methyl-3-((4-methylphenyl)sulfonamido)-N-((6-methylpyridin-3-yl)methyl)benzamide